(2R)-1-[(4aR,8aS)-3,4,4a,5,6,7,8,8a-octahydro-2H-quinolin-1-yl]-2-amino-3-hydroxy-propan-1-one N1(CCC[C@H]2CCCC[C@H]12)C([C@@H](CO)N)=O